FC1(CC(C1)N1C(C(=CC=C1)NC(C1=C(C=C(C=C1)NS(=O)(=O)CCO)N1C[C@@H]2C[C@@]2(CC1)C(F)(F)F)=O)=O)F N-(1-(3,3-difluorocyclobutyl)-2-oxo-1,2-dihydropyridin-3-yl)-4-((2-hydroxyethyl)sulfonamido)-2-((1R,6S)-6-(trifluoromethyl)-3-azabicyclo[4.1.0]heptan-3-yl)benzamide